tert-butyl 4-(4-((tert-butoxycarbonyl)amino)thiazol-2-yl)piperidine-1-carboxylate C(C)(C)(C)OC(=O)NC=1N=C(SC1)C1CCN(CC1)C(=O)OC(C)(C)C